C(N)(OC(C)C1=C(N=C(O1)C1=CC(=C(C=C1)OC(F)F)OCC1CC1)CC(NC1=CC=C(C(=C1)C)C)=O)=O (1-(2-(3-(cyclopropylmethoxy)-4-(difluoromethoxy) phenyl)-4-((6-methyl (p-tolyl) carbamoyl) methyl) oxazol-5-yl) ethyl) carbamate